2-(1-(5-((6-cyclobutoxy-3-oxoisobenzofuran-1(3H)-ylidene)methyl)-2-fluorobenzoyl)azetidin-3-ylamino)isonicotinonitrile C1(CCC1)OC1=CC=C2C(OC(C2=C1)=CC=1C=CC(=C(C(=O)N2CC(C2)NC=2C=C(C#N)C=CN2)C1)F)=O